N-(6-(4-methylpiperazin-1-yl)pyridin-3-yl)-3-(3-(pyridin-3-yl)pyrazolo[1,5-a]pyridin-5-yl)-1H-pyrrolo[2,3-b]pyridine-5-carboxamide CN1CCN(CC1)C1=CC=C(C=N1)NC(=O)C=1C=C2C(=NC1)NC=C2C2=CC=1N(C=C2)N=CC1C=1C=NC=CC1